cobalt (iii) acetate C(C)(=O)[O-].[Co+3].C(C)(=O)[O-].C(C)(=O)[O-]